ClC=1C=C(C=CC1F)NC(=O)C1=C(N=CN1C)C1CC2CC(CC2C1)(C1=CC(=NN1CC(C)C)[N+](=O)[O-])O N-(3-Chloro-4-fluorophenyl)-4-(5-hydroxy-5-(1-isobutyl-3-nitro-1H-pyrazol-5-yl)octahydropentalen-2-yl)-1-methyl-1H-imidazole-5-carboxamide